ClC(C1=NC(=NO1)C1=CC=C(C=C1)C(CSCC=1N=CN(C1)C)=O)(F)F 1-(4-(5-(chlorodifluoromethyl)-1,2,4-oxadiazol-3-yl)phenyl)-2-(((1-methyl-1H-imidazol-4-yl)methyl)thio)ethan-1-one